1,3,5-tris(hydroxyethyl)hexahydros-triazine OCCN1CN(CN(C1)CCO)CCO